NC=1SC2=C(C=NC(=C2)C2=CCC(CC2)O)N1 4-(2-aminothiazolo[4,5-c]pyridin-6-yl)cyclohex-3-en-1-ol